NC(CCN(C(CCl)=O)NC(=O)C(CC(C)C)NC(OC(C)(C)C)=O)=O tert-Butyl N-[1-[[(3-amino-3-oxo-propyl)-(2-chloroacetyl)amino]carbamoyl]-3-methyl-butyl]carbamate